C(C=C)[C@H]1[C@@H](CC1)S(=O)(=O)N (1R,2S)-2-ALLYLCYCLOBUTANE-1-SULFONAMIDE